CN(CCN(CC(=O)N(CCCCCCCC\C=C/C\C=C/CCCCC)CCCCCCCC\C=C/C\C=C/CCCCC)C)C 2-((2-(dimethylamino)ethyl)(methyl)amino)-N,N-di((9Z,12Z)-octadeca-9,12-dien-1-yl)acetamide